3,6-dichloro-4-((1S,2R)-2-(2,2-difluoroethyl)cyclopropyl)pyridazine methyl-3-[(4-[3-[(tert-butoxycarbonyl)amino]propanamido]-1-methylimidazol-2-yl)formamido]propanoate COC(CCNC(=O)C=1N(C=C(N1)NC(CCNC(=O)OC(C)(C)C)=O)C)=O.ClC=1N=NC(=CC1[C@@H]1[C@H](C1)CC(F)F)Cl